ClC1=C(C(=CC=C1)Cl)O.[Li] lithium 2,6-dichlorophenol